ammonium fluoroacetate FCC(=O)[O-].[NH4+]